C1(CCCCC1)P(C1=CC(=CC=C1)C1=C(C=C(C=C1C(C)C)C(C)C)C(C)C)C1CCCCC1 dicyclohexyl-[3-(2,4,6-triisopropylphenyl)phenyl]phosphine